C(C(C)C)OC([C@@H](NP(=O)(OC1=CC=CC=C1)OC1=C(C(=C(C(=C1F)F)F)F)F)C)=O ((Perfluorophenoxy)(phenoxy)phosphoryl)-L-alanine isobutyl ester